OC1=CC=C(C(=O)OC(CC2=CC=CC=C2)(C)C)C=C1 2-methyl-1-phenylpropan-2-yl 4-hydroxybenzoate